3-(benzyl(4-(3,4-dichlorophenyl)-5-(methoxymethyl)thiazol-2-yl)amino)propanoic acid C(C1=CC=CC=C1)N(CCC(=O)O)C=1SC(=C(N1)C1=CC(=C(C=C1)Cl)Cl)COC